[Cl-].FC(CC[C@@H]1[N+](=CN([C@H]1CCC(C(C(C(C(C(F)(F)F)(F)F)(F)F)(F)F)(F)F)(F)F)C1=C(C=C(C=C1C)C)C)C1=C(C=C(C=C1C)C)C)(C(C(C(C(C(F)(F)F)(F)F)(F)F)(F)F)(F)F)F trans-4,5-bis(3,3,4,4,5,5,6,6,7,7,8,8,8-tridecafluorooctyl)-1,3-bis(2,4,6-trimethylphenyl)-4,5-dihydroimidazolium chloride